N1C[C@H](CCC1)NC(=O)C=1SC(=CC1NC(=O)N)C1=CC(=CC=C1)F 5-(3-fluorophenyl)-3-ureidothiophene-2-carboxylic acid N-[(S)-piperidin-3-yl] amide